1-(4-(7-bromo-8-chloro-4-(3-(dimethylamino)azetidin-1-yl)-6-fluoro-1H-imidazo[4,5-c]quinolin-1-yl)piperidin-1-yl)prop-2-en-1-one BrC=1C(=CC=2C3=C(C(=NC2C1F)N1CC(C1)N(C)C)N=CN3C3CCN(CC3)C(C=C)=O)Cl